ClC1=NN2C(C(=N1)NC=1N=CN(C1)C1=CC(=C(C(=C1)OC)OC)OC)=CC=C2C(=O)O 2-chloro-4-((1-(3,4,5-trimethoxyphenyl)-1H-imidazol-4-yl)amino)pyrrolo[2,1-f][1,2,4]triazine-7-carboxylic acid